4-{5-[(1-{[4-(trifluoromethyl)phenyl]carbamoyl}-DL-prolyl)amino]pyridin-2-yl}benzoic acid FC(C1=CC=C(C=C1)NC(=O)N1[C@@H](CCC1)C(=O)NC=1C=CC(=NC1)C1=CC=C(C(=O)O)C=C1)(F)F |r|